CN(C[C@H](C)OC1=C(C(=O)O)C=C(C(=C1)N1N=C2N(CCCC2)C1=O)F)C 2-{[(2S)-1-(dimethylamino)propan-2-yl]oxy}-5-fluoro-4-(3-oxo-5,6,7,8-tetrahydro[1,2,4]triazolo[4,3-a]pyridin-2(3H)-yl)benzoic acid